5-(5-chloro-2-(4-chloro-1H-1,2,3-triazol-1-yl)phenyl)-6-methoxypyridazin-3(2H)-one ClC=1C=CC(=C(C1)C1=CC(NN=C1OC)=O)N1N=NC(=C1)Cl